C(C)(C)(C)N1CC(=C(CC1)OS(=O)(=O)C(F)(F)F)CC 1-tert-butyl-3-ethyl-4-(((trifluoromethyl)sulfonyl)oxy)-5,6-dihydropyridine